N-propyl-N-naphthylsulfonyl-1,2-ethanediamine hydrochloride Cl.C(CC)N(CCN)S(=O)(=O)C1=CC=CC2=CC=CC=C12